FC(C(=O)N1CC(C1)N1N=C(C2=CC=CC(=C12)C(=O)N1CCN(CC1)C(=O)NC1=CC=CC=C1)C1=CC=C(C=C1)C(F)(F)F)=C 4-(1-(1-(2-fluoroacryloyl)azetidin-3-yl)-3-(4-(trifluoromethyl)phenyl)-1H-indazole-7-carbonyl)-N-phenylpiperazine-1-carboxamide